C(C)C=1C(=CC=C2C=C(C=C(C12)C1=C(C=2N=C(N=C(C2C=N1)NCCC(=O)O)OC[C@]12CCCN2C[C@@H](C1)F)F)O)F 3-((7-(8-ethyl-7-fluoro-3-hydroxynaphthalen-1-yl)-8-fluoro-2-(((2R,7aS)-2-fluorotetrahydro-1H-pyrrolizin-7a(5H)-yl)methoxy)pyrido[4,3-d]pyrimidin-4-yl)amino)propanoic acid